Benzyl 3-methyl-2-oxo-3,6-diazabicyclo[3.1.1]heptane-6-carboxylate CN1C(C2N(C(C1)C2)C(=O)OCC2=CC=CC=C2)=O